C(C)(C)(C)C=1C=C(C2=C(C(C(O2)=O)C2=CC=C(C=C2)OCCOC(CCCCCCCCCCCCCCCCC)=O)C1)C(C)(C)C 5,7-di-tert-butyl-3-[4-(2-stearoyloxyeth-oxy)phenyl]benzofuran-2-one